CN1C(=NC2=C(C=C(C=C2C1=O)C)[C@@H](C)NC1=C(C=CC=C1)S(=O)(=O)C)C1=CC=CC=C1 (R)-3,6-dimethyl-8-(1-((2-(methylsulfonyl)phenyl)amino)ethyl)-2-phenylquinazolin-4(3H)-one